3-((3-exo)-3-((4-((5-methyl-1H-pyrazol-3-yl)amino)thieno[2,3-d]pyrimidin-2-yl)amino)-8-azabicyclo[3.2.1]oct-8-yl)propionitrile CC1=CC(=NN1)NC=1C2=C(N=C(N1)NC1CC3CCC(C1)N3CCC#N)SC=C2